1,4,7,10-tetraazacyclododecane-1-acetic acid, 1,1-dimethylethyl ester N1(CCNCCNCCNCC1)CC(=O)OC(C)(C)C